ClC1=CN(C2=CC=CC(=C12)F)[C@@H]1CC[C@@H](CC1)N1CCN(CC1)C=1C=CC=2N(N1)C(=NN2)S(=O)C 3-chloro-4-fluoro-1-[cis-4-(4-{3-methanesulfinyl-[1,2,4]triazolo[4,3-b]pyridazin-6-yl}piperazin-1-yl)cyclohexyl]-1H-indole